FC(C=1C=C(N)C=CC1C)(F)F 3-Trifluoromethyl-4-methylanilin